C(C)(=O)OCC(CCC)OC(C)=O 1,2-pentanediol diacetate